Heptamethyldiphenyl-nonaethoxyoctasilan C[Si]([Si]([Si]([Si]([Si]([Si]([Si]([Si](OCC)(OCC)OCC)(OCC)OCC)(OCC)OCC)(OCC)OCC)(C1=CC=CC=C1)C1=CC=CC=C1)(C)C)(C)C)(C)C